O=C1C2=CC=CC=C2C=2C=CC(C(C12)=O)C(C(=O)O)C 2-(9-oxo-fluorenone-2-yl)propionic acid